BrC=1C(=C(C=O)C(=C(C1)C(F)(F)F)F)F 3-bromo-2,6-difluoro-5-(trifluoromethyl)benzaldehyde